C(C)(C)(C)OC(=O)N1[C@@H](C[C@H](C1)OCC1=CC(=CC=C1)NC(C)=O)C(N(C)C)=S.CN(C(=S)[C@@H]1C[C@H](CN1)OCC=1C=C(C=CC1)NC(C)=O)C N-[3-([(3R,5S)-5-(dimethylcarbamothioyl)pyrrolidin-3-yl]oxymethyl)phenyl]acetamide Tert-butyl-(2S,4R)-2-(dimethylcarbamothioyl)-4-[(3-acetamidophenyl)methoxy]pyrrolidine-1-carboxylate